FC=1C=C(C=C(C1)F)CC(=O)NN1C(C2=CC=C(C=C2C(=N1)C1=CC=CC=C1)F)=O 2-(3,5-difluorophenyl)-N-(6-fluoro-1-oxo-4-phenylphthalazin-2(1H)-yl)acetamide